O=C1NC(CCC1N1CCOC2=C1C=CC=C2N2CCC(CC2)CC(=O)OC(C)(C)C)=O tert-butyl 2-[1-[4-(2,6-dioxo-3-piperidyl)-2,3-dihydro-1,4-benzoxazin-8-yl]-4-piperidyl]acetate